C(C)(C)(C)OC(=O)N1CC2=NC=CC=C2C1 5,7-dihydro-6H-pyrrolo[3,4-b]pyridine-6-carboxylic acid tert-butyl ester